C1CCN(CC1)C(=O)O Piperidinecarboxylic acid